1-benzyl-N-(6,7-dihydroimidazo[1,2-d]pyrido[3,2-b][1,4]oxazepin-7-yl)-4-fluoro-1H-pyrazole-3-carboxamide C(C1=CC=CC=C1)N1N=C(C(=C1)F)C(=O)NC1C=2N(C3=C(OC1)C=CC=N3)C=CN2